tert-butyl 3-[[4-(trifluoromethylsulfonyl)phenyl]methoxy]azetidine-1-carboxylate FC(S(=O)(=O)C1=CC=C(C=C1)COC1CN(C1)C(=O)OC(C)(C)C)(F)F